N-(4-(2-amino-3-(3-(4-methylpiperazin-1-yl)prop-1-ynyl)pyridin-4-yloxy)-3-fluorophenyl)-3-(4-fluorophenyl)-1-isopropyl-2,4-dioxo-1,2,3,4-tetrahydropyrimidine-5-carboxamide NC1=NC=CC(=C1C#CCN1CCN(CC1)C)OC1=C(C=C(C=C1)NC(=O)C=1C(N(C(N(C1)C(C)C)=O)C1=CC=C(C=C1)F)=O)F